benzo[c]pyrene C1=C2C=CC34C(C=CC5=CC=C(C=C1)C2=C53)=CC=CC4